C[C@@H]1N(CC1)C=1N=C(C2=C(N1)CCC2)C=2C=C(C=CC2)CN2CCOCC2 4-[[3-[2-[(2S)-2-methylazetidin-1-yl]-6,7-dihydro-5H-cyclopenta[d]pyrimidin-4-yl]phenyl]methyl]morpholine